3-Amino-2-fluorobenzoyl chloride NC=1C(=C(C(=O)Cl)C=CC1)F